C(C)OC(=O)C1(CC(CC1)O)NNC1=C2C(=NC=C1[N+](=O)[O-])N(C=C2)S(=O)(=O)C2=CC=CC=C2 3-hydroxyl-1-(((5-Nitro-1-(phenylsulfonyl)-1H-pyrrolo[2,3-b]pyridin-4-yl)amino)amino)cyclopentane-1-carboxylic acid ethyl ester